CC(C)NC(=O)CC(=O)O 2-[(PROPAN-2-YL)CARBAMOYL]ACETIC ACID